9-(4-bromonaphthalene-1-yl)-9H-carbazole BrC1=CC=C(C2=CC=CC=C12)N1C2=CC=CC=C2C=2C=CC=CC12